FCC(C(F)(F)F)(F)OC(C(F)(F)F)(CF)F fluoromethyltetrafluoroethyl ether